CC1=CC=2N(N=C1N1CC=3C=C(C=NC3CC1)NC=1C=NC=CC1)C(C=CN2)=O 8-methyl-7-(3-(pyridin-3-ylamino)-7,8-dihydro-1,6-naphthyridin-6(5H)-yl)-4H-pyrimido[1,2-b]pyridazin-4-one